IC1=C(N=C2N(C1=O)C=CC(=C2)NC(C)=O)C(F)(F)F N-(3-iodo-4-oxo-2-(trifluoromethyl)-4H-pyrido[1,2-a]pyrimidin-8-yl)acetamide